1-(2-trimethylsilylethoxymethyl)indazole-3-carbaldehyde C[Si](CCOCN1N=C(C2=CC=CC=C12)C=O)(C)C